ethyl 2-[[3-benzyloxy-5-[1-[tert-butyl (dimethyl) silyl] oxyethyl]-2-oxo-pyrrolidin-1-yl] amino]-2-imino-acetate C(C1=CC=CC=C1)OC1C(N(C(C1)C(C)O[Si](C)(C)C(C)(C)C)NC(C(=O)OCC)=N)=O